NC1=C(C(=C2C=CC=CC2=C1)S(=O)(=O)[O-])S(=O)(=O)[O-] aminonaphthalenedisulfonate